P(O)(N)OC[C@@H]1[C@H](C[C@@H](O1)N1C=NC=2C(NC)=NC=NC12)O N6-methyl-2'-deoxyadenosine Phosphoramidite